5-Bromo-N1-isopropylbenzene-1,2-diamine BrC1=CC=C(C(=C1)NC(C)C)N